4-{[4-(2-cyclopentyloxy-pyridin-3-yl)-2,6-difluoro-phenyl]-methyl-amino}-butyric acid C1(CCCC1)OC1=NC=CC=C1C1=CC(=C(C(=C1)F)N(CCCC(=O)O)C)F